(2S,3S,4R)-1-O-(α-D-galactosyl)-2-(N-nonacosanoylamino)-1,3,4-nonanetriol [C@H]1([C@H](O)[C@@H](O)[C@@H](O)[C@H](O1)CO)OC[C@@H]([C@@H]([C@@H](CCCCC)O)O)NC(CCCCCCCCCCCCCCCCCCCCCCCCCCCC)=O